3-(8-((4-bromo-1H-indol-5-yl)carbamoyl)-4H-thieno[2,3-c]chromen-7-yl)-6-(propylcarbamoyl)picolinic acid BrC1=C2C=CNC2=CC=C1NC(=O)C1=CC=2C3=C(COC2C=C1C=1C(=NC(=CC1)C(NCCC)=O)C(=O)O)SC=C3